O=CCC=CC(=O)O 5-oxopentenoic acid